C1(CC1)NC(C([C@@H](C[C@@H]1C(N[C@@H](C1)C)=O)C=1C(=C(C(=O)N)C=CC1)NC(=O)[C@@H]1C(C1)(F)F)=O)=O ((1S)-3-(cyclopropylamino)-1-[[(3S,5R)-5-methyl-2-oxo-pyrrolidin-3-yl]methyl]-2,3-dioxo-propyl)-2-[[(1R)-2,2-difluorocyclopropanecarbonyl]amino]benzamide